(1S,3R)-3-(acetylamino)-N-(2,5',6-trifluoro[3,4'-bipyridin]-2'-yl)cyclohexanecarboxamide C(C)(=O)N[C@H]1C[C@H](CCC1)C(=O)NC1=NC=C(C(=C1)C=1C(=NC(=CC1)F)F)F